(R)-7-(1-methyl-1,2,3,6-tetrahydropyridin-4-yl)-N-(1-(2-methyl-3-(trifluoromethyl)phenyl)ethyl)imidazo[1,2-a]quinazolin-5-amine CN1CCC(=CC1)C=1C=C2C(=NC=3N(C2=CC1)C=CN3)N[C@H](C)C3=C(C(=CC=C3)C(F)(F)F)C